(5-aminopyrimidin-2-yl)methyl benzoate C(C1=CC=CC=C1)(=O)OCC1=NC=C(C=N1)N